C1N(CC12CCC2)CCCOC2=CC=C(C=N2)C2=CC=1C3=C(N=NC1C=C2F)N(C(N3C(C)C)=O)C 8-(6-(3-(2-azaspiro[3.3]heptan-2-yl)propoxy)pyridin-3-yl)-7-fluoro-1-isopropyl-3-methyl-1,3-dihydro-2H-imidazo[4,5-c]cinnolin-2-one